OC=1C=CC2=C(N(C(=N2)CCC(=O)N2CCN(CC2)C)C)C1C=O 6-hydroxy-1-methyl-2-(3-(4-methylpiperazin-1-yl)-3-oxopropyl)-1H-benzo[d]Imidazole-7-carbaldehyde